androstane-1,4-diene-3,17-dione C[C@@]12C(CC[C@H]1[C@@H]1CCC3=CC(C=C[C@]3(C)[C@H]1CC2)=O)=O